cyclohexane-1,2-dicarboxylic acid diisohexyl ester C(CCC(C)C)OC(=O)C1C(CCCC1)C(=O)OCCCC(C)C